4-[(4-Pentan-2-ylphenyl)methyl]benzene-1,3-diol CC(CCC)C1=CC=C(C=C1)CC1=C(C=C(C=C1)O)O